C(C)OC(CO[C@H]1CN(CC1)C(=O)OCC1=CC=CC=C1)=O (R)-Benzyl 3-(2-ethoxy-2-oxoethoxy)pyrrolidine-1-carboxylate